(±)-(4aR,13bS)-10-chloro-11-methoxy-1,2,3,4,4a,5,6,13b-octahydro-8H-[1,6]naphthyridino[5,6-b]quinazolin-8-one ClC=1C=C2C(N3C(=NC2=CC1OC)[C@H]1CCCN[C@@H]1CC3)=O |r|